[(2-Imidazol-1-yl-ethyl-(5,6,7,8-tetrahydro-quinolin-8-yl)-amino)-methyl]-benzimidazole-1-carboxylic acid tert-butyl ester C(C)(C)(C)OC(=O)N1C(=NC2=C1C=CC=C2)CN(C2CCCC=1C=CC=NC21)CCN2C=NC=C2